NCC(CN1N=CN(C1=O)C1=C(C=C(C=N1)C=1C=C2CCC(N(C2=CC1)C)=O)C)=C(F)F 6-[6-[1-[2-(aminomethyl)-3,3-difluoro-allyl]-5-oxo-1,2,4-triazol-4-yl]-5-methyl-3-pyridinyl]-1-methyl-3,4-dihydroquinolin-2-one